methyl (4-nitrophenyl) carbonate C(OC)(OC1=CC=C(C=C1)[N+](=O)[O-])=O